ClC1=CC(=C(C=C1)/C=C/C(=O)C1=CC=CC=C1)O (E)-3-(4-chloro-2-hydroxyphenyl)-1-phenylprop-2-en-1-one